9-Methoxy-2,3-dihydro-1H-pyrrolo[1,2-b]indazole COC=1C2=C3N(N=C2C=CC1)CCC3